2-chloro-N-(5-chloro-6-(2H-1,2,3-triazol-2-yl)pyridin-3-yl)-8,8-dimethyl-6,8-dihydrofuro[3,4-e]pyrazolo[1,5-a]pyrimidine-6-carboxamide ClC1=NN2C(N=CC3=C2C(OC3C(=O)NC=3C=NC(=C(C3)Cl)N3N=CC=N3)(C)C)=C1